3-{6-[4-(methylamino)piperidin-1-yl]pyridin-3-yl}piperidine-2,6-dione CNC1CCN(CC1)C1=CC=C(C=N1)C1C(NC(CC1)=O)=O